C(C)(C)(C)OC(=O)N1C2(CC2)CN(CC1)C=1C=NC(=C(C1)C)N 7-(6-amino-5-methylpyridin-3-yl)-4,7-diazaspiro[2.5]octane-4-carboxylic acid tert-butyl ester